C1(CCC1)C=1C=NN2C1CN(CC2)C(=O)C=2NC1=CC=CC=C1C2 2-{3-cyclobutyl-4H,5H,6H,7H-pyrazolo[1,5-a]pyrazine-5-carbonyl}-1H-indole